2-(((6-(4-(Hydroxymethyl)phenyl)-7H-pyrrolo[2,3-d]pyrimidin-4-yl)(methyl)amino)methyl)-4-methylphenol OCC1=CC=C(C=C1)C1=CC2=C(N=CN=C2N(C)CC2=C(C=CC(=C2)C)O)N1